Azidocytidine C1=CN(C(=O)N=C1N)[C@]2([C@@H]([C@@H]([C@H](O2)CO)O)O)N=[N+]=[N-]